1-[3-(triethoxysilyl)-propyl]-3-methylhexahydropyrimidine C(C)O[Si](CCCN1CN(CCC1)C)(OCC)OCC